N,N-dihydroxyethyl-isooctylamine ON(O)C(CCCCC(C)C)CC